3-(cyclohex-1-en-1-yl)-6-(2,3-dihydrobenzo[b][1,4]dioxin-6-yl)-5-(hydroxymethyl)-2-phenylpyrazolo[1,5-a]pyrimidin-7(4H)-one C1(=CCCCC1)C=1C(=NN2C1NC(=C(C2=O)C2=CC1=C(OCCO1)C=C2)CO)C2=CC=CC=C2